NC1=NC2=C(C=C(C=C2C=N1)C1=C(C=C(C=C1)OC1=NC=CC=C1)F)C1CN(CC1)C(C=C)=O 1-(3-(2-amino-6-(2-fluoro-4-(pyridin-2-yloxy)phenyl)quinazolin-8-yl)pyrrolidin-1-yl)prop-2-en-1-one